(R)-4-(1-(2-methylbenzamido)ethyl)quinoline 1-oxide CC1=C(C(=O)N[C@H](C)C2=CC=[N+](C3=CC=CC=C23)[O-])C=CC=C1